FC1=CC=C(CNC2=NN=C(O2)C(C2=CC=C(C#N)C=C2)N2CCN(CC2)C)C=C1 4-((5-(4-fluorobenzylamino)-1,3,4-oxadiazol-2-yl)(4-methylpiperazin-1-yl)methyl)benzonitrile